4-(5-chloro-2-(trifluoromethyl)phenyl)piperidine-1-carboxylic acid tert-butyl ester C(C)(C)(C)OC(=O)N1CCC(CC1)C1=C(C=CC(=C1)Cl)C(F)(F)F